ICCCC=CCCCI 1,8-diiodo-4-octene